4-[(3-methanesulfonylpyridin-2-yl)amino]-N-(2H3)methyl-6-{[5-(trifluoromethyl)pyridin-2-yl]amino}pyridine-3-carboxamide iridium (III) [Ir+3].CS(=O)(=O)C=1C(=NC=CC1)NC1=C(C=NC(=C1)NC1=NC=C(C=C1)C(F)(F)F)C(=O)NC([2H])([2H])[2H]